methyl 2-amino-6-(tributylstannyl)isonicotinate NC=1C=C(C(=O)OC)C=C(N1)[Sn](CCCC)(CCCC)CCCC